4-(6-(9H-carbazol-9-yl)hexyloxy)phenylacetonitrile C1=CC=CC=2C3=CC=CC=C3N(C12)CCCCCCOC1=CC=C(C=C1)CC#N